4-aminobutyl-N-ethyl-phenylhydrazine NCCCCNN(CC)C1=CC=CC=C1